NC1=C(C=CC(=C1)F)C1=C(C=C(C(=C1)Cl)C(=O)NC=1C=C(C(=NC1)C(=O)NCCS(=O)(=O)C)Cl)F 5-(2'-amino-5-chloro-2,4'-difluoro-[1,1'-biphenyl]-4-carboxamido)-3-chloro-N-(2-(methylsulfonyl)ethyl)picolinamide